NC=1SC2=C(N1)C=C(C(=C2)C(=O)OC)OCCOC methyl 2-amino-5-(2-methoxyethoxy)benzo[d]thiazole-6-carboxylate